1-{[rel-(2R,3R)-3-(2-chlorophenyl)-2-(2,4-difluorophenyl)oxan-2-yl]methyl}-1H-1,2,4-triazol-5-yl-thiocyanide ClC1=C(C=CC=C1)[C@@H]1[C@@](OCCC1)(C1=C(C=C(C=C1)F)F)CN1N=CN=C1SC#N |o1:7,8|